2,3,8,8-tetramethylspiro[4.4]non-2-en-9-one CC=1CC2(CC1C)CCC(C2=O)(C)C